tert-butyl {(2S)-4-[{(1R)-1-[1-benzyl-4-(2,5-difluorophenyl)-1H-imidazol-2-yl]-2,2-dimethylpropyl}(glycoloyl)amino]-1-hydrazino-1-oxobutan-2-yl}carbamate C(C1=CC=CC=C1)N1C(=NC(=C1)C1=C(C=CC(=C1)F)F)[C@@H](C(C)(C)C)N(CC[C@@H](C(=O)NN)NC(OC(C)(C)C)=O)C(CO)=O